(R,Z)-3-((3-butyl-5-(3,3-dimethylbutyl)-2-methyl-7-(methylthio)-1,1-dioxido-2,3,4,5-tetrahydrobenzo[f][1,2,5]thiadiazepin-8-yl)oxy)-2-fluoroacrylic acid C(CCC)[C@H]1N(S(C2=C(N(C1)CCC(C)(C)C)C=C(C(=C2)O\C=C(\C(=O)O)/F)SC)(=O)=O)C